CN(C1=CC=C(C=C1)C=1C(NC2=CC=C(C=C2C1)C1=CC=C(C=C1)C1CCN(CC1)C(C)C)=O)C 3-[4-(dimethylamino)phenyl]-6-{4-[1-(propan-2-yl)piperidin-4-yl]phenyl}-1,2-dihydroquinolin-2-one